C1(CC1)CN1C(=CC2=CC=CC(=C12)OC[C@H]1CC(NC1)=O)CO (4S)-4-[[1-(cyclopropylmethyl)-2-(hydroxymethyl)indol-7-yl]oxymethyl]pyrrolidin-2-one